COC1=C(CN(C2=CC(=NC(=N2)C)C(=O)OC(C)C)CC2=C(C=C(C=C2)OC)OC)C=CC(=C1)OC isopropyl 6-(bis(2,4-dimethoxybenzyl)amino)-2-methylpyrimidine-4-carboxylate